tert-butyl (R)-3-(3-((1H-1,2,3-triazol-1-yl)methyl)-2-fluoro-N-(8-methylisoquinolin-1-yl)benzamido)piperidine-1-carboxylate N1(N=NC=C1)CC=1C(=C(C(=O)N(C2=NC=CC3=CC=CC(=C23)C)[C@H]2CN(CCC2)C(=O)OC(C)(C)C)C=CC1)F